9,9-bis(4-(hydroxyethoxy)phenyl)fluorene OCCOC1=CC=C(C=C1)C1(C2=CC=CC=C2C=2C=CC=CC12)C1=CC=C(C=C1)OCCO